ClC1=NC(=NC2=C1SC=C2)Cl dichlorothienopyrimidine